perfluorophenyl (S)-30-(((benzyloxy) carbonyl) amino)-27-oxo-2,5,8,11,14,17,20,23-octaoxa-26-azahentriacontan-31-oate C(C1=CC=CC=C1)OC(=O)N[C@@H](CCC(NCCOCCOCCOCCOCCOCCOCCOCCOC)=O)C(=O)OC1=C(C(=C(C(=C1F)F)F)F)F